COC(=O)C1=CSC2=C1N=C(N=C2)NC2=CC=C(C=C2)N2CCOCC2.O2CCN(CC2)C2=CC=C(C=C2)NC=2N=CC1=C(N2)C=CS1 N-(4-morpholinophenyl)thieno[3,2-d]pyrimidin-2-amine methyl-2-(4-morpholinophenylamino)thieno[3,2-d]pyrimidine-7-carboxylate